1-(3-glycidoxypropyl)-1,1,3,3,5,5,7,7,7-nonamethyltetrasiloxane C(C1CO1)OCCC[Si](O[Si](O[Si](O[Si](C)(C)C)(C)C)(C)C)(C)C